N[C@H]1CN(C[C@H](C1)C)C1=C2C=CC=NC2=C(C=C1)O 5-[(3R,5S)-3-amino-5-methylpiperidin-1-yl]Quinoline-8-ol